2-(2-oxo-2-phenylethyl)-4H-benzo[d][1,3]oxathiin-4-one O=C(CC1OC(C2=C(S1)C=CC=C2)=O)C2=CC=CC=C2